OC(CCCCCCCCC(=O)C(C(O)(C(CCCCCCCCC(C\C=C/CCCCC)O)=O)C(CCCCCCCCC(C\C=C/CCCCC)O)=O)(O)CO)C\C=C/CCCCC tris(10-hydroxy-cis-12-octadecenoyl)glycerol